C(C)OC(\C=C\C(C)(C)NCC(=O)OCC)=O (E)-4-[(2-ethoxy-2-oxoethyl)amino]-4-methylpent-2-enoic acid ethyl ester